2,3-dimethyl-6-[(2R)-2-(1-methylpyrazol-4-yl)morpholin-4-yl]-8-[4-(trifluoromethyl)cyclohexen-1-yl]pyrido[3,4-d]pyrimidin-4-one CC=1N(C(C2=C(N1)C(=NC(=C2)N2C[C@H](OCC2)C=2C=NN(C2)C)C2=CCC(CC2)C(F)(F)F)=O)C